2-methoxy-4-(6-(4-pentanamidothiophen-2-yl)pyrazin-2-yl)benzoic acid COC1=C(C(=O)O)C=CC(=C1)C1=NC(=CN=C1)C=1SC=C(C1)NC(CCCC)=O